CC1=CC=C(C=C1)S(=O)(=O)O Para-Toluene-Sulfonic Acid